C(N(C1=C(C=CC=C1)C)C)N(C1=C(C=CC=C1)C)C methylenebis(dimethylaniline)